ClC=1C=CC2=C(N(C3=C(CC2)C=CC=C3)CCCN(C(C(F)(F)F)=O)CCC=O)C1 N-[3-(3-chloro-10,11-dihydro-5H-dibenzo[b,f]azepin-5-yl)propyl]-2,2,2-trifluoro-N-(3-oxopropyl)acetamide